FC=1C=CC=2N(C1)C(=NC2C=O)C 6-fluoro-3-methylimidazo[1,5-a]pyridine-1-carbaldehyde